COC(=O)C=1C=CC2=C(COCC3=C2C=CC=C3C#N)C1 8-Cyano-5,7-dihydrodibenzo[c,e]oxepin-3-carboxylic acid methyl ester